OC[C@@H]1N[C@H](C2=CC=CC(=C2C1)CCC(C)(O)C)C 4-[(1S,3R)-3-(hydroxymethyl)-1-methyl-1,2,3,4-tetrahydroisoquinolin-5-yl]-2-methylbutan-2-ol